N-(4-(N,N-bis(4-methoxybenzyl)sulfamoyl)-2-(difluoromethyl)-2H-indazol-6-yl)-2-(2-hydroxycyclohexyl)acetamide COC1=CC=C(CN(S(=O)(=O)C=2C3=CN(N=C3C=C(C2)NC(CC2C(CCCC2)O)=O)C(F)F)CC2=CC=C(C=C2)OC)C=C1